The molecule is a pentol that is 12,16-dimethylicosan-2-one in which the five hydroxy substituents are located at positions 3, 5, 10, 14 and 15. It has a role as a bacterial xenobiotic metabolite. It is a pentol, a ketone and a secondary alcohol. CCCC[C@@H](C)[C@H]([C@H](C[C@@H](C)C[C@@H](CCCC[C@H](C[C@@H](C(=O)C)O)O)O)O)O